COC1=NC=CN=C1C(CC)C 2-Methoxy-3-(1-methylpropyl)pyrazine